Active Amyl Alcohol C(C(C)CC)O